ClC=1C=C(C=CC1[N+](=O)[O-])N1C(OC(C1)C(=O)NC=1C=NC(=CC1)C#N)C(F)(F)F 3-(3-chloro-4-nitrophenyl)-N-(6-cyanopyridin-3-yl)-2-(trifluoromethyl)oxazolidine-5-carboxamide